racemic-6-azido-2-cyano-2-(phenylamino)hexanoic acid ethyl ester C(C)OC([C@](CCCCN=[N+]=[N-])(NC1=CC=CC=C1)C#N)=O |r|